Cl[Si](CCCCCCCCCCCCCCCCCC)(C)C chlorodimethyl-(octadecyl)silane